Diazabicyclo[5.4.0]undec-7-en N12NCCCCC2=CCCC1